1,2-bis(3-Methylphenoxy)ethane CC=1C=C(OCCOC2=CC(=CC=C2)C)C=CC1